trans-4-(((trans-4-(3-Cyano-4-methoxyphenyl)cyclohexyl)methyl)(4-(1-cyclopropyl-1H-pyrazol-4-yl)pyridin-2-yl)carbamoyl)cyclohexyl 3-hydroxyazetidine-1-carboxylate OC1CN(C1)C(=O)O[C@@H]1CC[C@H](CC1)C(N(C1=NC=CC(=C1)C=1C=NN(C1)C1CC1)C[C@@H]1CC[C@H](CC1)C1=CC(=C(C=C1)OC)C#N)=O